C(C)(C)(C)OC(=O)N1[C@H](CC[C@@H](C1)NC(COC1=CC(=C(C=C1)Cl)F)=O)C(CBr)=O (2R,5S)-2-(2-bromoacetyl)-5-[[2-(4-chloro-3-fluoro-phenoxy)acetyl]amino]piperidine-1-carboxylic acid tert-butyl ester